bicyclo[1.1.1]pentan-1-ylmethylamine hydrochloride Cl.C12(CC(C1)C2)CN